C(C)(=O)O[C@H]([C@@H](CNC(CC1=CC=C(C=C1)C1=CC=CC=C1)=O)OC(C)=O)[C@@H]1O[C@](C[C@@H]([C@H]1NC(CF)=O)OC(C)=O)(SC1=CC=C(C=C1)C)C(=O)OC (1R,2R)-3-(2-([1,1'-biphenyl]-4-yl)acetamido)-1-((2R,3R,4S,6R)-4-acetoxy-3-(2-fluoroacetamido)-6-(methoxycarbonyl)-6-(p-tolylthio)tetrahydro-2H-pyran-2-yl)propane-1,2-diyl diacetate